NC[C@@H](O)C=1C=CC(=NC1)C1=C(C=C(C#N)C=C1)OC1=CC(=NC(=C1)C)N1CC(C1)F 4-[5-[(1S)-2-amino-1-hydroxyethyl]pyridin-2-yl]-3-[2-(3-fluoroazetidin-1-yl)-6-methylpyridin-4-yl]oxybenzonitrile